O[C@@H]1C2(CCC(C1)(CC2)NC(CO[C@@H]2C[C@@H](C2)OC(F)(F)F)=O)NC(OC(C)(C)C)=O tert-butyl [(2S)-2-hydroxy-4-(2-{[cis-3-(trifluoromethoxy)cyclobutyl]oxy}acetamido)bicyclo[2.2.2]octan-1-yl]carbamate